3-(2-(2-aminoethylamino)ethylamino)propyl-trimethoxysilane NCCNCCNCCC[Si](OC)(OC)OC